ClC=1C=CC(=C(C1)C1=C2C(=NC(=C1)C)C(=CS2)C(=O)O)OCCN2C(=NC=1CC[C@@H](CC1C2=O)N(C)C)C 7-[5-chloro-2-[2-[(3R,6S)-6-(dimethylamino)-2-methyl-4-oxo-5,6,7,8-tetrahydroquinazolin-3-yl]ethoxy]phenyl]-5-methyl-thieno[3,2-b]pyridine-3-carboxylic acid